Cl.C1(C=CC(N1CCN)=O)=O 2-maleimidoethylamine hydrochloride